(5S,6S)-5-(6-(2-hydroxy-6-methyl-4-(trifluoromethyl)phenyl)-2H-pyrazolo[3,4-b]pyridin-2-yl)-6-methylpiperidin-2-one OC1=C(C(=CC(=C1)C(F)(F)F)C)C=1C=CC=2C(N1)=NN(C2)[C@H]2CCC(N[C@H]2C)=O